(4-(2-(4-bromophenyl)propan-2-yl)thiazol-2-yl)-3-((6-(piperazin-1-yl)pyridin-3-yl)methyl)urea hydrochloride Cl.BrC1=CC=C(C=C1)C(C)(C)C=1N=C(SC1)NC(=O)NCC=1C=NC(=CC1)N1CCNCC1